[Si](C)(C)(C(C)(C)C)O[C@H]1C[C@@H](OC1(CO)CO)N1C2=NC=NC(=C2N=C1)NC(C(C)C)=O N-[9-[(2R,4S)-4-[(tert-butyldimethylsilyl)oxy]-5,5-bis(hydroxymethyl)oxolan-2-yl]purin-6-yl]-2-methylpropanamide